4-nitroquinolinal [N+](=O)([O-])C1=CC(=NC2=CC=CC=C12)C=O